[[4-[(2R)-2-(tert-Butoxycarbonylamino)-4-methyl-pentoxy]-6-(2,6-dimethylphenyl)pyrimidin-2-yl]sulfamoyl]benzoic acid C(C)(C)(C)OC(=O)N[C@@H](COC1=NC(=NC(=C1)C1=C(C=CC=C1C)C)NS(=O)(=O)C1=C(C(=O)O)C=CC=C1)CC(C)C